6-bromo-5-fluoro-2-iodo-1H-indole BrC1=C(C=C2C=C(NC2=C1)I)F